8-chloro-2-(4-methoxybenzyl)-7-(thieno[2,3-d]pyrimidin-4-yl)-3,4-dihydropyrrolo[1,2-a]pyrazin-1(2H)-one ClC=1C(=CN2C1C(N(CC2)CC2=CC=C(C=C2)OC)=O)C=2C1=C(N=CN2)SC=C1